3-amino-4-(6,7-difluoro-1H-indazol-4-yl)-9-fluoro-6-methyl-1H-1,7-phenanthrolin-2-one NC=1C(NC2=C3C=C(C=NC3=C(C=C2C1C1=C2C=NNC2=C(C(=C1)F)F)C)F)=O